5-bromo-2,4-dimethylbenzofuran-7-carboxylic acid methyl ester COC(=O)C1=CC(=C(C=2C=C(OC21)C)C)Br